O=C1N(CCC(N1)=O)C1=CC=C(C=C1)N1CCN(CC1)CC1CCN(CC1)C1=CC=C(C=N1)NC=1N=C(N=NC1C(=O)N)N1CCN(CC1)C 5-((6-(4-((4-(4-(2,4-dioxotetrahydropyrimidin-1(2H)-yl)phenyl)piperazin-1-yl)methyl)piperidine-1-yl)pyridin-3-yl)amino)-3-(4-methylpiperazin-1-yl)-1,2,4-triazine-6-carboxamide